N-(3-chloro-5-(methylsulfonyl)phenyl)-1-(5-(4-methyl-3-oxopiperazin-1-yl)pyrimidin-2-yl)-1H-pyrazole-4-carboxamide ClC=1C=C(C=C(C1)S(=O)(=O)C)NC(=O)C=1C=NN(C1)C1=NC=C(C=N1)N1CC(N(CC1)C)=O